((1s,3s)-3-Hydroxy-3-methylcyclobutyl)(7-(2-methyl-4-(trifluoromethyl)phenoxy)-2-azaspiro[3.5]nonan-2-yl)methanon OC1(CC(C1)C(=O)N1CC2(C1)CCC(CC2)OC2=C(C=C(C=C2)C(F)(F)F)C)C